N-(1,3-dimethylbutyl)isopropylamine CC(CC(C)C)NC(C)C